ClC=1N=C(C2=C(N1)C(N(C2)C(C)C)=O)Cl 2,4-dichloro-6-isopropyl-5,6-dihydro-7H-pyrrolo[3,4-d]pyrimidin-7-one